C(C)[C@@]1(COC2=C1C=C(C=C2C(NC)=O)C(=O)OC)C2=CC=CC=C2 |r| (+/-)-Methyl 3-ethyl-7-(methylcarbamoyl)-3-phenyl-2,3-dihydrobenzofuran-5-carboxylate